N-methyl-3-(4-(2-(trifluoromethyl)phenyl)piperidine-1-carbonyl)-4,6-dihydropyrrolo[3,4-c]pyrazol-5(1H)-carboxamide CNC(=O)N1CC=2NN=C(C2C1)C(=O)N1CCC(CC1)C1=C(C=CC=C1)C(F)(F)F